F[C@@H]1C[C@@H](N2N=C(N=C21)C(C)=O)C2=CC=CC=C2 |r| 1-[Rac-(5r,7r)-7-fluoro-5-phenyl-6,7-dihydro-5H-pyrrolo[1,2-b][1,2,4]triazol-2-yl]ethanone